C(C=1OC=CC1)(C=1OC=CC1)C=1OC=CC1 2,2',2''-Methanetriyltrifuran